(2S,6S*)-4-[(tert-butoxy)carbonyl]-6-methyl-6-(2-methylpropoxy)-1,4-oxazepane-2-carboxylic acid C(C)(C)(C)OC(=O)N1C[C@H](OC[C@](C1)(OCC(C)C)C)C(=O)O |o1:12|